(S)-N1-((R)-1-Phenylethyl)-N2-(pyridin-3-yl)pyrrolidine-1,2-dicarboxamide C1(=CC=CC=C1)[C@@H](C)NC(=O)N1[C@@H](CCC1)C(=O)NC=1C=NC=CC1